N-(4-(3-fluoropropoxy)pyrazolo[1,5-a]pyrazin-2-yl)-3-((7-(5-methyl-1,2,4-oxadiazol-3-yl)isoquinolin-1-yl)amino)propanamide FCCCOC=1C=2N(C=CN1)N=C(C2)NC(CCNC2=NC=CC1=CC=C(C=C21)C2=NOC(=N2)C)=O